4-(aminomethyl)-7-(4-fluorophenyl)phthalazin-1(2H)-one NCC1=NNC(C2=CC(=CC=C12)C1=CC=C(C=C1)F)=O